FC(C(=O)[O-])(F)F.[Ho+3].FC(C(=O)[O-])(F)F.FC(C(=O)[O-])(F)F holmium trifluoroacetate salt